((2R,3S,4R,5R)-5-(4-aminopyrrolo[2,1-f][1,2,4]triazin-7-yl)-5-cyano-3,4-dihydroxytetrahydrofuran-2-yl)methyl (tetrahydro-2H-pyran-4-yl) carbonate C(OC[C@H]1O[C@@]([C@@H]([C@@H]1O)O)(C#N)C1=CC=C2C(=NC=NN21)N)(OC2CCOCC2)=O